(2R,7aS)-2-(trifluoromethoxy)tetrahydro-1H-pyrrolizine FC(O[C@@H]1CC2=CCCN2C1)(F)F